[2-(di-t-butylphosphanyl)cyclopent-2,4-dien-1-yl]iron C(C)(C)(C)P(C=1C(C=CC1)[Fe])C(C)(C)C